NC1=CC=C(C=N1)/C=C/C(=O)NCC=1OC2=C(C1)C=C(C=C2C2=CC=C(C=C2)F)C=2C=C1CCN(C(C1=CC2)=O)CC(F)(F)F (E)-3-(6-aminopyridin-3-yl)-N-((7-(4-fluorophenyl)-5-(1-oxo-2-(2,2,2-trifluoroethyl)-1,2,3,4-tetrahydroisoquinolin-6-yl)benzofuran-2-yl)methyl)acrylamide